3-(4-fluoro-2-methoxy-phenoxy)-5-methoxy-6-(trifluoromethyl)pyridazine-4-carboxylic acid methyl ester COC(=O)C1=C(N=NC(=C1OC)C(F)(F)F)OC1=C(C=C(C=C1)F)OC